S(=O)(C1=CC=C(C=C1)N)(=O)OC(C)=O acetyl sulfanilate